[1-(4-methoxy-phenyl)-1H-[1,2,3]Triazol-4-yl]-methanol COC1=CC=C(C=C1)N1N=NC(=C1)CO